5,5'-[1,4-butanediylbis(oxy)]bis[1,3-isobenzofurandione] C(CCCOC=1C=C2C(OC(C2=CC1)=O)=O)OC=1C=C2C(OC(C2=CC1)=O)=O